NCC1=CC=C(C=C1)C=1C(=CC=CC1)C#N 4'-(aminomethyl)-[1,1'-biphenyl]-2-carbonitrile